rac-ethyl 1-amino-4-(3-methoxy-2-methylphenyl)-3-(tetrahydrofuran-2-yl)-1H-pyrrole-2-carboxylate NN1C(=C(C(=C1)C1=C(C(=CC=C1)OC)C)[C@@H]1OCCC1)C(=O)OCC |r|